tetradecylamine acetate salt C(C)(=O)O.C(CCCCCCCCCCCCC)N